IC1=CC(=C(C(=O)NNC(=O)C2=NC(=NC(=C2)C)N2CC(CC(C2)(F)F)(F)F)C=C1)N1CCC2(CC2)CC1 N'-(4-Iodo-2-(6-azaspiro[2.5]octane-6-yl)benzoyl)-6-methyl-2-(3,3,5,5-tetrafluoropiperidin-1-yl)Pyrimidine-4-carbohydrazide